C(#N)C=1C=C(C(=NC1)OC1=C(C(=C(C=C1)F)F)OC)C(=O)N 5-cyano-2-(3,4-difluoro-2-methoxy-phenoxy)pyridine-3-carboxamide